CC1=C(C)C(C)=CC=C1\C=C\C(\C)=C\C=C\C(\C)=C\C=C\C=C(/C)\C=C\C=C(/C)\C=C\C1=CC=C(C)C(C)=C1C renierapurpurin